N-(6-chloropyridin-3-yl)-6-((1-(methylsulfonyl)cyclobutyl)meth-oxy)isoquinolin-1-amine ClC1=CC=C(C=N1)NC1=NC=CC2=CC(=CC=C12)OCC1(CCC1)S(=O)(=O)C